OC(C(=O)C1=CC=C(C=C1)OC1=CC(=CC=C1)CO)(C)C 2-hydroxy-1-(4-(3-(hydroxymethyl)phenoxy)phenyl)-2-methyl-1-propanone